2-(7-cyano-5-isopropoxy-benzo[b]thiophen-2-yl)-4-(2-hydroxyethyl)thiazole-5-carboxylic acid C(#N)C1=CC(=CC2=C1SC(=C2)C=2SC(=C(N2)CCO)C(=O)O)OC(C)C